3,5-diamino-benzotrifluoride NC=1C=C(C=C(C1)N)C(F)(F)F